5-Bromo-8-methoxy-2,3-dihydro-1H-benzo[d]pyrrolo[1,2-a]imidazole BrC1=CC=C(C2=C1N=C1N2CCC1)OC